ClC=1SC(=CN1)[C@@H](CSC1=NC(=C(C(N1C)=O)C1=CC=CC=C1)O)O |r| racemic-2-[2-(2-chlorothiazol-5-yl)-2-hydroxyethyl]sulfanyl-6-hydroxy-3-methyl-5-phenyl-pyrimidin-4-one